O=C1NC(CCC1N1C(C2=CC=C(C=C2C1)NC(=O)N1[C@H](CC2=CC=CC=C12)COC)=O)=O (2R)-N-(2-(2,6-dioxopiperidin-3-yl)-1-oxoisoindolin-5-yl)-2-(methoxymethyl)indoline-1-carboxamide